FC=1C(=C(OC2=NC(=C(C=C2C(=O)O)C)C(F)(F)F)C=CC1F)C 2-(3,4-difluoro-2-methyl-phenoxy)-5-methyl-6-(trifluoromethyl)pyridine-3-carboxylic acid